4-(((R)-1-(3-(difluoromethyl)-2-fluorophenyl)ethyl)amino)-6-((3S,4S)-3-fluorotetrahydro-2H-pyran-4-yl)-2-methyl-2,6-dihydropyrido[3,4-d]pyridazine-1,7-dione FC(C=1C(=C(C=CC1)[C@@H](C)NC1=NN(C(C=2C1=CN(C(C2)=O)[C@@H]2[C@@H](COCC2)F)=O)C)F)F